ClC1=CC=C(CNC(NCCCCCNC(C2=CC(=CC=C2)C)=O)=O)C=C1 N-(5-(3-(4-chlorobenzyl)ureido)pentyl)-3-methylbenzamide